FC(C1=CC=C(C=C1)C1=NOC(=N1)C(=O)OCC)(F)F ethyl 3-(4-trifluoromethylphenyl)-1,2,4-oxadiazole-5-carboxylate